(R)-5-amino-4-(5-(4-(dimethoxymethyl)piperidin-1-yl)-6-fluoro-1,3-dioxoisoindolin-2-yl)-5-oxopentanoic acid tert-butyl ester C(C)(C)(C)OC(CC[C@H](C(=O)N)N1C(C2=CC(=C(C=C2C1=O)N1CCC(CC1)C(OC)OC)F)=O)=O